3-(2-(4-aminopiperidine-1-carbonyl)-9-fluoro-1,2,3,4-tetrahydro-[1,4]diazepino[6,7,1-hi]indol-7-yl)-4-(imidazo[1,2-a]pyridin-3-yl)-1H-pyrrole-2,5-dione NC1CCN(CC1)C(=O)N1CCN2C=C(C3=CC(=CC(=C23)C1)F)C=1C(NC(C1C1=CN=C2N1C=CC=C2)=O)=O